BrCC=1OC(OC1CCCCCCCC)=O 4-(bromomethyl)-5-octyl-1,3-dioxol-2-one